N(=[N+]=[N-])[C@H]1[C@@H](O[C@H]([C@H]1F)C(OC)OC)CO[Si](C1=CC=CC=C1)(C1=CC=CC=C1)C(C)(C)C (((2R,3S,4S,5S)-3-azido-5-(dimethoxymethyl)-4-fluorotetrahydrofuran-2-yl)methoxy)(tert-butyl)diphenylsilane